FC=1C(=NC=C(C1)C(F)(F)F)C1CCC(CC1)N1CCC2(CS(C2)(=O)=O)CC1 7-((1s,4s)-4-(3-fluoro-5-(trifluoromethyl)pyridin-2-yl)cyclohexyl)-2-thia-7-azaspiro[3.5]nonane 2,2-dioxide